ClC=1C(=NC(=NC1)NC)C1=CC=C2CN(C(C2=C1)=O)CC(=O)N[C@H]([C@H](CO)O)C1=CC=CC=C1 2-{6-[5-chloro-2-(methylamino)pyrimidin-4-yl]-1-oxo-2,3-dihydro-1H-isoindol-2-yl}-N-[(1S,2R)-2,3-dihydroxy-1-phenylpropyl]acetamide